CC=1C=C(C(=CC1)C(C)(C)C)O 3-methyl-6-tert.-Butylphenol